NC(NCCC[C@H](C(N[C@H](C(N[C@H](C(N[C@H](C(=O)N)CC1=CC=CC=C1)=O)CCCCN)=O)CC1=C(C=C(C=C1C)O)C)=O)NC(OC(C)(C)C)=O)=N tert-butyl ((6R,9S,12S,15S)-1,16-diamino-12-(4-aminobutyl)-15-benzyl-9-(4-hydroxy-2,6-dimethylbenzyl)-1-imino-7,10,13,16-tetraoxo-2,8,11,14-tetraazahexadecan-6-yl)carbamate